C1(=CC=CC=C1)O[C@H]1[C@@H](O[C@@H]([C@H]1O)CO)N1C=NC=2C(=O)NC(N)=NC12 2'-O-phenyl-guanosine